C(C)(C)(C)N(C(O)=O)CCOCCNC(C1=C(C=C(C=C1)N)CC)=O.C(CCC)OC=C(C(=O)N)CO butoxymethylolacrylamide tert-butyl-(2-(2-(4-amino-2-ethylbenzamido)ethoxy)ethyl)carbamate